4-(2-(tert-butoxycarbonyl)-1-methylhydrazine-1-carbonyl)-1-(1-(difluoromethyl)cyclopropyl)-6-oxo-1,6-dihydropyridine-3-carboxylic acid methyl ester COC(=O)C1=CN(C(C=C1C(=O)N(NC(=O)OC(C)(C)C)C)=O)C1(CC1)C(F)F